6-((1r,3r)-3-hydroxycyclobutyl)-2-methyl-2,3-dihydropyridine OC1CC(C1)C=1C=CCC(N1)C